1-(bromomethyl)-4-nitrobenzene BrCC1=CC=C(C=C1)[N+](=O)[O-]